FC=1C=CC2=C(N(OCCC2)[C@@H]2N(CCC2)C(C(=O)SCCNC(CCNC([C@@H](C(COP(OP(OC[C@@H]2[C@H]([C@H]([C@@H](O2)N2C=NC=3C(N)=NC=NC23)O)OP(=O)(O)O)(=O)O)(=O)O)(C)C)O)=O)=O)C(=O)O)C1 (S)-2-((R)-8-fluoro-1,3,4,5-tetrahydrobenzo[c]oxazepin-1-yl)pyrrolidineMalonyl-CoA